tert-Butyl N-methyl-N-[(3R)-3-piperidyl]carbamate CN(C(OC(C)(C)C)=O)[C@H]1CNCCC1